N-(1-(3-((2-(1,3-Dimethyl-1H-pyrazol-4-yl)pyrimidin-4-yl)amino)-6-fluoro-5-isopropylisoquinolin-8-yl)azetidin-3-yl)-N-methyl-methanesulfonamide CN1N=C(C(=C1)C1=NC=CC(=N1)NC=1N=CC2=C(C=C(C(=C2C1)C(C)C)F)N1CC(C1)N(S(=O)(=O)C)C)C